2-FLUORO-4-METHYLPYRIDINE-3-BORONIC ACID FC1=NC=CC(=C1B(O)O)C